BrC=1N=C(C=2N(C(C(=C(N2)C)C)=O)C1)C12CC(C1)(C2)C(F)F 7-bromo-9-[3-(difluoromethyl)-1-bicyclo[1.1.1]pentanyl]-2,3-dimethyl-pyrazino[1,2-a]pyrimidin-4-one